NC(C)(C)C1=C2C=C(N=CC2=C(N=C1)OC1CN(C1)C(=O)[C@@H]1[C@@H](C1)F)NC1=CC=C2C(=N1)[C@H](C(OC2=O)(C)C)C (R)-2-((5-(2-aminopropan-2-yl)-8-((1-((1R,2R)-2-fluorocyclopropane-1-carbonyl)azetidin-3-yl)oxy)-2,7-naphthyridin-3-yl)amino)-7,7,8-trimethyl-7,8-dihydro-5H-pyrano[4,3-b]pyridin-5-one